O1COC2=C1C=CC=C2COCCC(=O)N2CC1CCC(C2)N1C1=CC=C(C=N1)C#N 6-(3-{3-[(2H-1,3-benzodioxol-4-yl)methoxy]propanoyl}-3,8-diazabicyclo[3.2.1]octan-8-yl)pyridine-3-carbonitrile